sodium 2,6-dichlorophenol ClC1=C(C(=CC=C1)Cl)O.[Na]